3-cyclopropyl-1-(3,4-dimethylpyrimidino[4',5':4,5]thieno[2,3-c]pyridazin-8-yl)azetidin-3-ol C1(CC1)C1(CN(C1)C1=NC=NC2=C1SC=1N=NC(=C(C12)C)C)O